4-chloro-2-(trifluoromethyl)pyrimidine-5-carboxylic acid ethyl ester C(C)OC(=O)C=1C(=NC(=NC1)C(F)(F)F)Cl